BrC1=NN(C=C1CC=1C(=NN(C1)C1CCC1)C#N)C 4-((3-bromo-1-methyl-1H-pyrazol-4-yl)methyl)-1-cyclobutyl-1H-pyrazole-3-carbonitrile